3-(sec-butyl)-N-(1,1-dioxidotetrahydrothiophen-3-yl)-2-oxo-1,2,3,5-tetrahydro-4H-benzo[1,4]diazepine-4-carboxamide C(C)(CC)C1C(NC2=C(CN1C(=O)NC1CS(CC1)(=O)=O)C=CC=C2)=O